FC=1C=C(COC=2C=C(C=CC2NS(=O)(=O)C(F)F)C2=NNC(=C2C(=O)N)NC2=NC=C(N=C2)C)C=CC1F 3-(3-((3,4-difluoro-benzyl)oxy)-4-((difluoro-methyl)sulfonamido)phenyl)-5-((5-methyl-pyrazin-2-yl)amino)-1H-pyrazole-4-carboxamide